C1(=CC=CC=C1)C1=NC(=CC(=N1)C=1C=C(C=C(C1)N1C2=CC=C(C=C2C=2C=C(C=CC12)C1=NC=CC=C1)C1=NC=CC=C1)N1C2=CC=C(C=C2C=2C=C(C=CC12)C1=NC=CC=C1)C1=NC=CC=C1)C1=CC=CC=C1 9,9'-(5-(2,6-diphenylpyrimidin-4-yl)-1,3-phenylene)bis(3,6-di(pyridin-2-yl)-9H-carbazole)